2-(3-(4-fluoro-1-(4-(trifluoromethyl)benzyl)-1H-indole-7-carboxamido)bicyclo[1.1.1]pentan-1-yl)acetic acid FC1=C2C=CN(C2=C(C=C1)C(=O)NC12CC(C1)(C2)CC(=O)O)CC2=CC=C(C=C2)C(F)(F)F